2-methoxyisophthalic Acid COC1=C(C(=O)O)C=CC=C1C(=O)O